C(C=C)(=O)O.C(C=C)(=O)O.C(CC)OOOCCC propoxyether diacrylate